OC=1C=C(C=CC1O)/C=C/C(=O)N(CC(C)C)CCC1=CC=C(C=C1)O (E)-3-(3,4-dihydroxyphenyl)-N-(4-hydroxyphenylethyl)-N-isobutylacrylamide